6-methyl-2-pyridineacetonitrile CC1=CC=CC(=N1)CC#N